(14S)-8-tert-Butyl-12,12-dimethyl-17-(2,2,6,6-tetramethyloxan-4-yl)-2λ6-thia-3,9,11,18,23-pentaazatetracyclo[17.3.1.111,14.05,10]tetracosa-1(23),5,7,9,19,21-hexaene-2,2,4-trione C(C)(C)(C)C1=CC=C2C(NS(C=3C=CC=C(NC(CC[C@H]4CC(N(C2=N1)C4)(C)C)C4CC(OC(C4)(C)C)(C)C)N3)(=O)=O)=O